(1s,3s)-3-(6-bromo-3,3-dimethyl-2-oxo-2,3-dihydro-1H-pyrrolo[3,2-b]pyridin-1-yl)-1-(4-fluoropiperidin-1-yl)cyclobutane-1-carbonitrile BrC=1C=C2C(=NC1)C(C(N2C2CC(C2)(C#N)N2CCC(CC2)F)=O)(C)C